C(C)(C)(C)OC(=O)NC=1C(=C(C=C(C1)C#N)N1C[C@H](N(CC1)C(=O)OC(C)(C)C)C)Cl tert-butyl (R)-4-(3-((tert-butoxycarbonyl)amino)-2-chloro-5-cyanophenyl)-2-methylpiperazine-1-carboxylate